decyl(triphenyl)phosphonium C(CCCCCCCCC)[P+](C1=CC=CC=C1)(C1=CC=CC=C1)C1=CC=CC=C1